N1C=NC2=C1C=CC(=C2)N2C(NCC2C2=CC(=C(C=C2)N2CCOCC2)Cl)=O 1-(1H-benzo[d]imidazol-5-yl)-5-(3-chloro-4-morpholinophenyl)imidazolidin-2-one